FC1=CC=C([NH2+]C)C=C1 4-fluoro-N-methylanilinium